COC(=O)C=1SC=C(C1NC(C[N+](C)(C)CC(=O)NCC1=CSC(=C1)C(=O)OC)=O)C 2-((2-(methoxycarbonyl)-4-methylthiophen-3-yl)amino)-N-(2-(((5-(methoxycarbonyl)thiophen-3-yl)methyl)amino)-2-oxoethyl)-N,N-dimethyl-2-oxoethan-1-aminium